Racemic-3-(3-chloro-4-fluorophenyl)-1-isobutyl-1-(1-(1-oxo-2-(2,2,2-trifluoroethyl)-1,2-dihydroisoquinolin-4-yl)ethyl)urea ClC=1C=C(C=CC1F)NC(N([C@H](C)C1=CN(C(C2=CC=CC=C12)=O)CC(F)(F)F)CC(C)C)=O |r|